C(C1=CC=CC=C1)OC1=C(C2=CC=CC=C2C=C1)C=CC1=CC=NC=C1 4-(2-(2-(benzyloxy)naphthalen-1-yl)vinyl)pyridine